ClC1=NC(=C2C(=N1)N(N=C2)[C@H]2[C@@H]([C@@H]([C@H](O2)COCP(O)(O)=O)O)O)NCC2CC2 ((((2R,3S,4R,5R)-5-(6-chloro-4-(((S)-1-cyclopropylmethyl)amino)-1H-pyrazolo[3,4-d]pyrimidin-1-yl)-3,4-dihydroxytetrahydrofuran-2-yl)methoxy)methyl)phosphonic acid